BrC1=NC=C(C(=C1)C)C 2-bromo-4,5-dimethylpyridine